Cl.ClC=1C(=C(C=CC1)CNC(CN(C(CN1N=C(C2=CC(=CC=C12)NC(=O)N([C@H]1CN(CC1)C)C)C(=O)N)=O)C1CC1)=O)F (R)-1-(2-((2-(3-chloro-2-fluorophenylmethylamino)-2-oxoethyl)(cyclopropyl)amino)-2-oxoethyl)-5-(3-methyl-3-(1-methylpyrrolidin-3-yl)ureido)-1H-indazole-3-carboxamide hydrochloride